ethyl 1-[1-{5-chloro-2-[6-(piperazin-1-yl) pyridin-3-yl] phenyl} piperidin-3-yl]-5-(difluoromethyl)-1H-pyrazole-4-carboxylate ClC=1C=CC(=C(C1)N1CC(CCC1)N1N=CC(=C1C(F)F)C(=O)OCC)C=1C=NC(=CC1)N1CCNCC1